OCCC=1C=C(C=CC1)S(=O)(=O)N1CCC(CC1)NC(OC(C)(C)C)=O tert-butyl (1-((3-(2-hydroxyethyl)phenyl)sulfonyl)piperidin-4-yl)carbamate